1-cyclohexyl-4-ethoxy-N-(3-fluoro-4-((5-methoxy-2,3-dihydro-[1,4]dioxino[2,3-f]quinolin-10-yl)oxy)phenyl)-2-oxo-1,2-dihydropyridine-3-carboxamide C1(CCCCC1)N1C(C(=C(C=C1)OCC)C(=O)NC1=CC(=C(C=C1)OC1=CC=NC2=CC(=C3C(=C12)OCCO3)OC)F)=O